S(N)(OC1=C2C(=CNC2=CC=C1)CCN(C)C)(=O)=O [3-[2-(dimethylamino) ethyl]-1H-indol-4-yl] sulfamate